N-((S)-1-(2-fluoro-5-(4-isopropyl-5-(8-methyl-[1,2,4]triazolo[1,5-a]pyridin-6-yl)-1-((2-(trimethylsilyl)ethoxy)methyl)-1H-pyrazol-3-yl)phenyl)ethyl)-2-methylpropane-2-sulfinamide FC1=C(C=C(C=C1)C1=NN(C(=C1C(C)C)C=1C=C(C=2N(C1)N=CN2)C)COCC[Si](C)(C)C)[C@H](C)NS(=O)C(C)(C)C